1,3-diallyl-1,1,3,3-tetramethyldisilazane C(C=C)[Si](N[Si](C)(C)CC=C)(C)C